4-amino-1-cyclobutyl-1H-pyrazolo[3,4-d]pyrimidine-3-carboxylic acid NC1=C2C(=NC=N1)N(N=C2C(=O)O)C2CCC2